C(C)(C)(C)C1=NOC(=C1)NC(C1=CC(=C(C=C1)C)[C@H]1CN(CC1)C=1C=NC=C(C1)C#N)=O (S)-N-(3-(tert-butyl)isoxazol-5-yl)-3-(1-(5-cyanopyridin-3-yl)pyrrolidin-3-yl)-4-methylbenzamide